ClC1=CC(=C(N=N1)C(NC)=O)NCC1CN(CCO1)C(=O)OC(C)(C)C tert-butyl 2-((6-chloro-3-(methylcarbamoyl)pyridazin-4-ylamino)methyl)morpholine-4-carboxylate